NC1=C(C=CC=C1)NC(=O)C1(CC2=CC=C(C=C2C1)[N+](=O)[O-])N1CC2(CC2)CNC1=O N-(2-aminophenyl)-5-nitro-2-(6-oxo-5,7-diazaspiro[2.5]octan-5-yl)-2,3-dihydro-1H-indene-2-carboxamide